5-fluoro-4-methyl-3-nitro-pyridin-2-amine FC=1C(=C(C(=NC1)N)[N+](=O)[O-])C